5-(2-(tert-butoxycarbonyl)-13,13-dimethyl-6,11-dioxo-12-oxa-2,5,10-triazatetradecyl)-4-methoxypicolinic acid C(C)(C)(C)OC(=O)N(CC=1C(=CC(=NC1)C(=O)O)OC)CCNC(CCCNC(OC(C)(C)C)=O)=O